OCCCCCCCCCOC1CC(NC(C1)(C)C)(C)C 4-((9-hydroxynonyl)oxy)-2,2,6,6-tetramethylpiperidin